5-[3-[1-(4-fluorophenyl)ethoxy]-1-methyl-pyrazolo[3,4-c]pyridazin-5-yl]-1H-pyrimidine-2,4-dione FC1=CC=C(C=C1)C(C)OC1=NN(C2=NN=C(C=C21)C=2C(NC(NC2)=O)=O)C